mono-beta-allyl sulfone C(C)(=C)S(=O)(=O)C(C)=C